BrC1=CC=C(C=C1)C1=CC=C(C=C1)CCC 4-bromo-4'-propyl-biphenyl